OC(COC1=C2CCC(NC2=CC=C1)=O)CNCC=CC1=C(C=CC=C1)OC 5-(2-hydroxy-3-((3-(2-methoxyphenyl)allyl)amino)propoxy)-3,4-dihydroquinolin-2-one